NC=1C(=NN(C1C(=O)O)C1=CC=C(C=C1)CNC(C1=C(C=CC(=C1)F)OC)=O)C1COCCC1 4-amino-1-(4-((5-fluoro-2-methoxybenzamido)methyl)phenyl)-3-(tetrahydro-2H-pyran-3-yl)-1H-pyrazole-5-carboxylic acid